BrC1=C(C=CC(=C1F)Cl)C(=C(C(=O)OCC)C(=O)OCC)O Diethyl 2-((2-bromo-4-chloro-3-fluorophenyl) (hydroxy)methylene)malonate